Dodecylguanidin-monohydrochloride Cl.C(CCCCCCCCCCC)NC(=N)N